[Sn](I)(I)(I)I tin (IV) iodide